ClC=1C(=NC(=C(C(=O)NC=2C=C(C=CC2)S(=O)(C)=NC(OC(C)(C)C)=O)C1)N1CCC(CCC1)(F)F)C tert-butyl ((3-(5-chloro-2-(4,4-difluoroazepan-1-yl)-6-methylnicotinamido) phenyl)(methyl)(oxo)-λ6-sulfaneylidene)carbamate